(3aR,5s,6aS)-2-(1-adamantylmethyl)-N-[6-(1,3-dimethylpyrazol-4-yl)pyridazin-3-yl]-3,3a,4,5,6,6a-hexahydro-1H-cyclopenta[c]pyrrol-5-amine C12(CC3CC(CC(C1)C3)C2)CN2C[C@@H]3[C@H](C2)CC(C3)NC=3N=NC(=CC3)C=3C(=NN(C3)C)C